((2S,4S)-azetidine-2,4-diyl)dimethanol N1[C@@H](C[C@H]1CO)CO